2-(4-allyl-2-hydroxy-3-methoxyphenyl)-4,5-diphenylimidazole C(C=C)C1=C(C(=C(C=C1)C=1NC(=C(N1)C1=CC=CC=C1)C1=CC=CC=C1)O)OC